F[C@H]1[C@H](C1)C(=O)NC1=CC(=NC=N1)C=1C(=NC=NC1)NC=1C=NC(=CC1C)C(CC)=O (1R,2R)-2-fluoro-N-(4'-((4-methyl-6-propionylpyridin-3-yl)amino)-[4,5'-bipyrimidin]-6-yl)cyclopropane-1-carboxamide